BrC=1C=C2C(=CNC2=CC1)/C(=C/C=1C=C(C#N)C=CC1O)/C#N (Z)-3-(2-(5-bromo-1H-indol-3-yl)-2-cyanovinyl)-4-hydroxybenzonitrile